(E)-2-hydroxy-5-methylbenzaldehyde O-benzoyl oxime C(C1=CC=CC=C1)(=O)O\N=C\C1=C(C=CC(=C1)C)O